3-(3-methoxy-4-methylphenyl)azetidine-1-carboxylic acid tert-butyl ester C(C)(C)(C)OC(=O)N1CC(C1)C1=CC(=C(C=C1)C)OC